2-(6-bromo-8-fluoro-3,4-dihydro-5-oxa-1,2a-diazaacenaphthylen-2-yl)propan-2-ol BrC1=C2OCCN3C(=NC(C(=C1)F)=C32)C(C)(C)O